3,4-dimethoxy-5-hydroxy-benzoic acid COC=1C=C(C(=O)O)C=C(C1OC)O